2-((((9H-Fluoren-9-yl)methoxy)carbonyl)(methyl)amino)-4-(5-bromopyridin-3-yl)butanoic acid C1=CC=CC=2C3=CC=CC=C3C(C12)COC(=O)N(C(C(=O)O)CCC=1C=NC=C(C1)Br)C